[2-(2,6-dioxopiperidin-3-yl)-4-methoxy-3-oxo-2,3-dihydro-1H-isoindol-5-yl]methyl N-[4-(3,5-difluorophenoxy)-2-fluorophenyl]carbamate FC=1C=C(OC2=CC(=C(C=C2)NC(OCC=2C(=C3C(N(CC3=CC2)C2C(NC(CC2)=O)=O)=O)OC)=O)F)C=C(C1)F